[K].FC1=CC(=C(C(=C1)C=1C=NC(=CC1)OC)CC(=O)NS(=O)(=O)C1=C(C=C(C=C1)C(C)(C)O)C)C(C)C 2-(4-Fluoro-2-isopropyl-6-(6-methoxypyridin-3-yl)phenyl)-N-((4-(2-hydroxypropan-2-yl)-2-methylphenyl)sulfonyl)acetamide, potassium salt